BrC=1C=NN2C1N=C1C(=C2N[C@@H]2C[C@H](CC2)NC(COC)C)CC(C12CCCC2)CO (3-Bromo-8-(((1S,3S)-3-((1-methoxypropan-2-yl)amino)cyclopentyl)amino)-6,7-dihydrospiro[cyclopenta[d]pyrazolo[1,5-a]pyrimidine-5,1'-cyclopentane]-6-yl)methanol